FC(C)(F)C=1SC(=CN1)C1=CN(C2=CN=C(C=C21)NC(C)=O)C N-(3-(2-(1,1-difluoroethyl)thiazol-5-yl)-1-methyl-1H-pyrrolo[2,3-c]pyridin-5-yl)acetamide